ClN1N=CC2=CC=C(C=C12)C chloro-6-methyl-1H-indazol